S-methyl 4-[2-[(3,4-dimethylphenyl)methoxy]ethylmethyl-amino]-4-methyl-pent-2-ynethioate CC=1C=C(C=CC1C)COCCN(C(C#CC(SC)=O)(C)C)C